CC(C(=O)O)CC(=O)C.C(CCC(=O)C)(=O)O levulinic acid (methyl levulinate)